COC1=CC=C(CN2N=C3C(=C(C2=O)C(F)(F)F)CCC3CN[C@H](C)C(=O)N3CCN(CC3)C3=NC=C(C#N)C=C3)C=C1 6-(4-(((2-(4-methoxybenzyl)-3-oxo-4-(trifluoromethyl)-3,5,6,7-tetrahydro-2H-cyclopenta[c]pyridazin-7-yl)methyl)-D-alanyl)piperazin-1-yl)nicotinonitrile